5-[(2-methylpyrimidin-5-yl)amino]-2-{6-[(3S)-3-(propan-2-yl)piperazin-1-yl]pyridazin-3-yl}pyridin-3-ol CC1=NC=C(C=N1)NC=1C=C(C(=NC1)C=1N=NC(=CC1)N1C[C@@H](NCC1)C(C)C)O